N[C@]1(CN(CC1)C1=C(C(=C(C=C1)F)C(F)(F)F)CN1C2=NC=NC(=C2N=C1)N)C(=O)N1CC=2N(CC1)N=NC2 (R)-(3-Amino-1-(2-((6-amino-9H-purin-9-yl)methyl)-4-fluoro-3-(trifluoromethyl)phenyl)pyrrolidin-3-yl)(6,7-Dihydro-[1,2,3]triazolo[1,5-a]pyrazin-5(4H)-yl)methanon